2-hydroxy-5-methyl-benzenesulfonic acid OC1=C(C=C(C=C1)C)S(=O)(=O)O